2-(4-(2-((7-(1-(difluoro-methyl)-1H-pyrazol-4-yl)-[1,2,4]-triazolo[1,5-a]pyridin-2-yl)amino)-2-oxoethyl)-2-fluorophenoxy)nicotinamide FC(N1N=CC(=C1)C1=CC=2N(C=C1)N=C(N2)NC(CC2=CC(=C(OC1=C(C(=O)N)C=CC=N1)C=C2)F)=O)F